NC1=CC=C(C=C1)N(CCO)CCO 2,2'-[(4-aminophenyl)imino]bis-ethanol